COC1=NC(=CC=C1NC1=NC2=C(C=CC=C2C=N1)C=1C=C(C=CC1)NC(C=C)=O)N1CCN(CC1)C N-(3-(2-((2-methoxy-6-(4-methylpiperazin-1-yl)pyridin-3-yl)amino)quinazolin-8-yl)phenyl)acrylamide